18-(3,3-dimethylbutyl)-12-(2,6-dimethylphenyl)-8-imino-15-oxa-8λ6-thia-1,9,11,18,22-pentaazatetracyclo[14.4.1.13,7.110,14]tricosa-3,5,7(23),10,12,14(22)-hexaene-2,8-dione CC(CCN1CC2OC=3C=C(N=C(NS(C=4C=CC=C(C(N(CC1)C2)=O)C4)(=O)=N)N3)C3=C(C=CC=C3C)C)(C)C